N-((6-methoxy-1-methyl-1H-benzimidazol-7-yl)methyl)-2-(2-thienyl)acetamide COC=1C=CC2=C(N(C=N2)C)C1CNC(CC=1SC=CC1)=O